CCCC/C=C/[Si](OCC)(OCC)OCC 1-Hexenyltriethoxysilane